6-chloro-5-hydroxy-3-methyl-1H-indole-2-carboxylic acid ClC1=C(C=C2C(=C(NC2=C1)C(=O)O)C)O